C=CCCCCCCCC(C)C iso-dodecene